C1(=CC=C(C=C1)NCC1=CC=C(C(=O)NO)C=C1)C1=CC=CC=C1 4-(([1,1'-biphenyl]-4-ylamino)methyl)-N-hydroxybenzoamide